C1(CC1)C(=O)N1CCC(CC1)N1N=CC(=C1)[N+](=O)[O-] cyclopropyl-(4-(4-nitro-1H-pyrazol-1-yl)piperidin-1-yl)methanone